NCC1(COC1)C=1C=CC(=NC1)C1=C(C=C(C#N)C=C1)OC1=CC(=NC(=C1)N1CCOCC1)C 4-[5-[3-(aminomethyl)oxetan-3-yl]pyridin-2-yl]-3-(2-methyl-6-morpholin-4-ylpyridin-4-yl)oxybenzonitrile